FC1(C2CC(CC(C1)N2C(=O)OC(C)(C)C)NC2=CC=C1C(=N2)OCC=2C=C(C=CC21)N2N=CC=N2)F tert-butyl 6,6-difluoro-3-{[8-(1,2,3-triazol-2-yl)-6H-isochromeno[3,4-b]pyridin-3-yl]amino}-8-azabicyclo[3.2.1]octane-8-carboxylate